(±)-(2bR,4aS)-hexahydro-3H-4-oxacyclopropa[cd]pentalen-3-one C1CC2C3[C@@H]2C(O[C@@H]13)=O